C(C)(C)(C)OC(=O)NC(CNC(=O)C1=CN=CC(=N1)C1=CC2=C(N1)C=C(S2)C(=O)O)(C)C 5-(6-((2-((tert-butoxycarbonyl)amino)-2-methylpropyl)carbamoyl)pyrazin-2-yl)-4H-thieno[3,2-b]pyrrole-2-carboxylic acid